FC1=CC=C(C=C1)C1=NN2C(CN([C@@H](C2)C)C(=O)OC(C)(C)C)=C1I tert-butyl (6R)-2-(4-fluorophenyl)-3-iodo-6-methyl-6,7-dihydropyrazolo[1,5-a]pyrazine-5(4H)-carboxylate